ClC=1C(=C(CN2CCC(CC2)(C(=O)O)CC2=NC(=C(C(=C2F)S(=O)(=O)C)F)NC2=NNC(=C2)C)C=CC1)F 1-(3-chloro-2-fluorobenzyl)-4-((3,5-difluoro-6-((5-methyl-1H-pyrazol-3-yl)amino)-4-(methylsulfonyl)pyridin-2-yl)methyl)piperidine-4-carboxylic acid